ClC1=CC=C(C=C1)CN1C([C@H](CSC2=C1C=C(C(=C2)F)C=2OC(=NN2)NC(C)(C)C#N)NC(OC(C)(C)C)=O)=O tert-butyl N-[(3R)-5-[(4-chlorophenyl)methyl]-7-[5-[(1-cyano-1-methyl-ethyl)amino]-1,3,4-oxadiazol-2-yl]-8-fluoro-4-oxo-2,3-dihydro-1,5-benzothiazepin-3-yl]carbamate